(S)-N-(6-(1,2-dimethyl-1H-imidazol-5-yl)isoquinolin-3-yl)-2-morpholinylpropanamide CN1C(=NC=C1C=1C=C2C=C(N=CC2=CC1)NC([C@H](C)N1CCOCC1)=O)C